C(C(=C)C)(=O)O.OCC1OC(OC1)=O glycerol carbonate monomethacrylate